2-(aminomethyl)butanedioic acid hydrochloride Cl.NCC(C(=O)O)CC(=O)O